C(C)(=O)N[C@@H](CCCN)C(=O)O acetyl-l-ornithine